F[C@H](C1(COC1)C=1C=C(C=CC1)N1C(C2=CC(=CC(=C2C1)C(F)(F)F)CN1[C@@H](CCC1)CO)=O)C1=NN=CN1C 2-(3-(3-((R)-fluoro(4-methyl-4H-1,2,4-triazol-3-yl)methyl)oxetan-3-yl)phenyl)-6-(((S)-2-(hydroxymethyl)pyrrolidin-1-yl)methyl)-4-(trifluoromethyl)isoindolin-1-one